Tert-butyl (E)-(1-(5-chloro-4-(4-cyano-3-fluorophenyl)pyrimidin-2-yl)piperidin-4-yl)(4-(3-methoxyprop-1-en-1-yl)benzyl)carbamate ClC=1C(=NC(=NC1)N1CCC(CC1)N(C(OC(C)(C)C)=O)CC1=CC=C(C=C1)\C=C\COC)C1=CC(=C(C=C1)C#N)F